4-Bromo-1-methyl-pyridin-2-one BrC1=CC(N(C=C1)C)=O